CC1(COC=2C1=C(C=CC2C)O)C 3,3,7-trimethyl-2,3-dihydro-1-benzofuran-4-ol